(2R,3R,4R,5R)-2-(6-(tritylamino)-9H-purin-9-yl)-5-((trityloxy)methyl)tetrahydrofuran-3,4-diyl diacetate C(C)(=O)O[C@H]1[C@@H](O[C@@H]([C@H]1OC(C)=O)COC(C1=CC=CC=C1)(C1=CC=CC=C1)C1=CC=CC=C1)N1C2=NC=NC(=C2N=C1)NC(C1=CC=CC=C1)(C1=CC=CC=C1)C1=CC=CC=C1